(R)-2-((1-(2-cyano-7-methyl-3-(4-(pyridin-4-yl)piperazin-1-yl)quinoxalin-5-yl)ethyl)amino)benzoic acid C(#N)C1=NC2=CC(=CC(=C2N=C1N1CCN(CC1)C1=CC=NC=C1)[C@@H](C)NC1=C(C(=O)O)C=CC=C1)C